3-({[(4R)-7-[methyl-(phenyl)amino]-3,4-dihydro-2H-1-benzopyran-4-yl]methyl}amino)pyridine-4-carboxylic acid methyl ester COC(=O)C1=C(C=NC=C1)NC[C@@H]1CCOC2=C1C=CC(=C2)N(C2=CC=CC=C2)C